(2S,6S)-1-benzyl-N-(2-bromo-5-chloro-phenyl)-N-[(4-methoxyphenyl)methyl]-2-methyl-6-(1-methyltriazol-4-yl)piperidine-4-carboxamide C(C1=CC=CC=C1)N1[C@H](CC(C[C@H]1C=1N=NN(C1)C)C(=O)N(CC1=CC=C(C=C1)OC)C1=C(C=CC(=C1)Cl)Br)C